FC1=CC(=C(C=C1)C=1C=NC=2N(C1)C=C(N2)COC2=NC=CC=C2)COC 6-[4-fluoro-2-(methoxymethyl)phenyl]-2-(2-pyridinyloxymethyl)imidazo[1,2-a]pyrimidine